6,9-dioxa-3,12-diazatetradecane-1,2,13,14-tetracarboxylic acid, dioleyl ester C(C(NCCOCCOCCNC(CC(=O)[O-])C(=O)[O-])C(=O)OCCCCCCCC\C=C/CCCCCCCC)C(=O)OCCCCCCCC\C=C/CCCCCCCC